BrC1=NN2C(N(CCC2)C(=O)OC(C)(C)C)=C1 tert-butyl 2-bromo-6,7-dihydropyrazolo[1,5-a]pyrimidine-4(5H)-carboxylate